(Z)-3-(4-bromophenyl)-6-hydroxy-6,8-diphenyloctan-2-en-4,7-diyne-1-al BrC1=CC=C(C=C1)/C(=C/C=O)/C#CC(C#CC1=CC=CC=C1)(C1=CC=CC=C1)O